(R)-2-(1-(5-(cyclopent-1-en-1-yl)pyridin-3-yl)cyclopropyl)-6-(2-hydroxy-2-(3-(trifluoromethyl)phenyl)acetyl)-5,6,7,8-tetrahydropyrido[4,3-d]pyrimidin-4(3H)-one C1(=CCCC1)C=1C=C(C=NC1)C1(CC1)C=1NC(C2=C(N1)CCN(C2)C([C@@H](C2=CC(=CC=C2)C(F)(F)F)O)=O)=O